N1=C(C=CC=C1)C1=NC2=NC(=CC=C2C=C1)C1=NC=CC=C1 2,7-bis(2-pyridyl)-1,8-naphthyridine